N-(Cyclopropylmethoxy)-3-[(1R)-1-[3,6-dimethyl-2-(2-methylindazol-5-yl)-4-oxo-chromen-8-yl]ethoxy]pyridine-2-carboxamide C1(CC1)CONC(=O)C1=NC=CC=C1O[C@H](C)C=1C=C(C=C2C(C(=C(OC12)C1=CC2=CN(N=C2C=C1)C)C)=O)C